FC=1C=C(C=CC1C=1C=NC(=CC1)C=1N=NN(N1)CC)N1C(O[C@@H](C1)C(CC)O)=O (S)-3-(3-fluoro-4-(6-(2-ethyl-2H-tetrazol-5-yl)pyridin-3-yl)phenyl)-5-(1-hydroxypropyl)oxazolidin-2-one